[N+](=O)([O-])C1=CC=C2C(=NNC2=C1)N1CCC(CC1)N1CCOCC1 4-[1-(6-nitro-1H-indazol-3-yl)-4-piperidinyl]Morpholine